C(C=C)[Pd-]=C1N(C=CN1C1=C(C=CC=C1C(C)C)C(C)C)C1=C(C=CC=C1C(C)C)C(C)C allyl-[1,3-bis(2,6-diisopropylphenyl)imidazol-2-ylidene]palladium (II)